C(C)OC(C1=NN=C2N1C=C(N=C2)C=2C=NC(=CC2)O[C@@H](C(F)(F)F)C(C)C)(F)F (R)-3-(ethoxydifluoromethyl)-6-(6-((1,1,1-trifluoro-3-methylbut-2-yl)oxy)pyridin-3-yl)-[1,2,4]triazolo[4,3-a]pyrazine